2,5-dichloro-N-(2,4-difluoro-3-(2-((tetrahydrofuran-3-yl)amino)quinazolin-6-yl)phenyl)benzenesulfonamide ClC1=C(C=C(C=C1)Cl)S(=O)(=O)NC1=C(C(=C(C=C1)F)C=1C=C2C=NC(=NC2=CC1)NC1COCC1)F